Cl.FC=1C=C(C=CC1F)[C@H]1[C@@H](C1)NC1=C2C(=NC(=N1)SCCC)N(N=C2)CC N-((1R,2S)-2-(3,4-Difluorophenyl)cyclopropyl)-1-ethyl-6-(propylthio)-1H-pyrazolo[3,4-d]pyrimidin-4-amin-hydrochlorid